(R)-2-(6-chloro-8-(trifluoromethoxy)imidazo[1,2-a]pyridin-2-yl)-N-(3-cyclopropyl-2H-pyrazol-5-yl)propanamide ClC=1C=C(C=2N(C1)C=C(N2)[C@H](C(=O)NC=2C=C(NN2)C2CC2)C)OC(F)(F)F